2-[[4-oxo-7-[5-(2-trimethylsilylethynyl)-3-pyridyl]-3H-phthalazin-1-yl]methyl]isoindoline-1,3-dione O=C1NN=C(C2=CC(=CC=C12)C=1C=NC=C(C1)C#C[Si](C)(C)C)CN1C(C2=CC=CC=C2C1=O)=O